1-(1-methyl-6-{[(3S)-3-Methylpiperazin-1-yl]methyl}-1H-indazol-3-yl)-1,3-diazinan-2,4-dione CN1N=C(C2=CC=C(C=C12)CN1C[C@@H](NCC1)C)N1C(NC(CC1)=O)=O